C12(CC3CC(CC(C1)C3)C2)C(=O)N2CCC(CC2)C2=CC=C(C=C2)O Adamantan-1-yl-(4-(4-hydroxyphenyl)piperidin-1-yl)methanone